4-(5-((tert-Butoxycarbonyl)amino)pyridin-2-yl)-1-methyl-1H-pyrazole-5-carboxylic acid methyl ester COC(=O)C1=C(C=NN1C)C1=NC=C(C=C1)NC(=O)OC(C)(C)C